FC(OC1=CC=CC=2C(N[C@H]3C=4N([C@@H](C21)C3)C3=C(N4)C=C(C(=C3)C=3C(=NC(=NC3)C(C)(C)O)C3COCC3)F)=O)F (7R,14R)-1-(difluoromethoxy)-10-fluoro-11-[2-(2-hydroxypropan-2-yl)-4-(tetrahydrofuran-3-yl)pyrimidin-5-yl]-6,7-dihydro-7,14-methanobenzimidazo[1,2-b][2,5]benzodiazocin-5(14H)-one